FC(C1=NN=C(O1)C1=CC=2N(C=C1)C=C(N2)CN(C(=O)C2CCN(CC2)C2COC2)C2=CC(=CC=C2)F)F N-((7-(5-(difluoromethyl)-1,3,4-oxadiazol-2-yl)imidazo[1,2-a]pyridin-2-yl)methyl)-N-(3-fluorophenyl)-1-(oxetan-3-yl)piperidine-4-carboxamide